C(C)(C)(C)OC(=O)N1CCC(CC1)C=1C=C2CCNC2=CC1.C(#N)/C(/C(=O)NC=1C=C(C=CC1)NC(C1=CC=CC=C1)=O)=C(\C=1C=NOC1C)/O (Z)-N-(3-(2-cyano-3-hydroxy-3-(5-methylisoxazol-4-yl)acrylamido)phenyl)benzamide tert-butyl-4-indolin-5-ylpiperidine-1-carboxylate